2-hydroxy-N-(5-{[3-chloro-4-[(2,4-difluorobenzyl)oxy]-6-methyl-2-oxopyridin-1(2H)-yl]methyl}-2-methylpyrimidin-4-yl)-acetamide trifluoroacetate FC(C(=O)O)(F)F.OCC(=O)NC1=NC(=NC=C1CN1C(C(=C(C=C1C)OCC1=C(C=C(C=C1)F)F)Cl)=O)C